COC1=C(C=CC(=C1)OC)C(C1=CC=C(OCC(=O)NN(CC2=CC=CC=C2)C)C=C1)(N)C(=O)OCC1=CC=CC=2C3=CC=CC=C3CC12 4-(2',4'-dimethoxyphenyl-fluorenylmethoxycarbonyl-aminomethyl)-phenoxyacetamido-methylbenzylamine